N-[6-({5-carbamoyl-1,3-dimethyl-1H-pyrazolo[3,4-b]pyridin-6-yl}oxy)spiro[3.3]heptan-2-yl]-2-(pyridin-4-yl)-1,3-thiazole-4-carboxamide C(N)(=O)C=1C=C2C(=NC1OC1CC3(CC(C3)NC(=O)C=3N=C(SC3)C3=CC=NC=C3)C1)N(N=C2C)C